(1R,3aR,10aR)-5-chloro-1-[(1E,3ξ)-6-cyclobutyl-3-hydroxy-4-methylene-1-hexen-1-yl]-1,3,3a,9,10,10a-hexahydrofuro[3,4-b][1]benzoxepin-6-carboxylic acid ClC1=C(C=CC=2CC[C@H]3[C@@H](OC21)CO[C@@H]3\C=C\C(C(CCC3CCC3)=C)O)C(=O)O